C(CCC\C=C/CC)OC(CCCC(=O)OCCCCCN(CCCCCCCC(=O)OCCCCCCCCC)CCO)OCCCC\C=C/CC nonyl 8-((5-((5,5-bis(((Z)-oct-5-en-1-yl)oxy)pentanoyl)oxy)pentyl)(2-hydroxyethyl)amino)octanoate